FC=1C=C(C=C(C1)F)C1CC=NN1C(=O)C12CC(C1)(C2)C(C2=CC=C(C=C2)OC)O (5-(3,5-difluorophenyl)-4,5-dihydro-1H-pyrazol-1-yl)(3-(hydroxy(4-methoxyphenyl)-methyl)bicyclo[1.1.1]pentan-1-yl)methanone